methyl-(9-(methylsulfinyl)heptadecan-9-yl)sulfane CSC(CCCCCCCC)(CCCCCCCC)S(=O)C